5-ethyl-N-[3-[2-(4-fluoroanilino)-1-methyl-2-oxo-ethyl]-1-bicyclo[1.1.1]pentanyl]isoxazole-3-carboxamide C(C)C1=CC(=NO1)C(=O)NC12CC(C1)(C2)C(C(=O)NC2=CC=C(C=C2)F)C